COC(=O)C1CCC2(CCC3=CC=C(C=C23)OCCCNC(CCCC2=CC=CC=C2)=O)CC1 6'-[3-(4-phenylbutyrylamino)propoxy]-2',3'-dihydrospiro[cyclohexane-1,1'-indene]-4-carboxylic acid methyl ester